[Se].[Au].[Ag] silver-gold selenium